2-{[7-amino-4-(3-methyl-1H-indazol-5-yl)-1-oxo-2,3-dihydro-1H-isoindol-2-yl]methyl}-3-methoxypropanenitrile NC=1C=CC(=C2CN(C(C12)=O)CC(C#N)COC)C=1C=C2C(=NNC2=CC1)C